C1NCC[C@H]2C=3C1=CC=CC3C3(CC2)CCC3 (S)-2',3',4',4a',5',6'-hexahydro-1'H-spiro[cyclobutane-1,7'-naphtho[1,8-cd]azepine]